ClC=1C(=CC(=C(N)C1)F)C1=CC=C2C=NN(C2=C1)C 5-chloro-2-fluoro-4-(1-methyl-1H-indazol-6-yl)aniline